FC(S(=O)(=O)N(C1=CC=CC=C1)S(=O)(=O)C(F)(F)F)(F)F bis(Trifluoromethansulfonyl)anilin